2-fluoro-1-(3-(6-methoxy-3-(4-(trifluoromethyl)phenyl)-1H-pyrazolo[3,4-b]pyridin-1-yl)azetidin-1-yl)prop-2-en-1-one FC(C(=O)N1CC(C1)N1N=C(C=2C1=NC(=CC2)OC)C2=CC=C(C=C2)C(F)(F)F)=C